C1(CC1)C=1C(NC2=C(C(=CC=C2N1)CO)F)=O 3-cyclopropyl-8-fluoro-7-(hydroxymethyl)-1H-quinoxalin-2-one